(8-amino-1,4-dioxaspiro[4.5]dec-8-yl)methanol Ethyl-6-hexyldodecanoate C(C)C(C(=O)OCC1(CCC2(OCCO2)CC1)N)CCCC(CCCCCC)CCCCCC